4-chloro-1-(3-cyanocyclobutyl)-N-(3-methyl-5-(phenylethynyl)pyridin-2-yl)-1H-pyrazole-5-carboxamide ClC=1C=NN(C1C(=O)NC1=NC=C(C=C1C)C#CC1=CC=CC=C1)C1CC(C1)C#N